4-((3-(4-(5-(difluoromethyl)-1,3,4-oxadiazol-2-yl)-2-fluorobenzyl)-2-oxo-2,3-dihydro-1H-benzo[d]imidazol-1-yl)methyl)piperidine-1-carboxylic acid tert-butyl ester C(C)(C)(C)OC(=O)N1CCC(CC1)CN1C(N(C2=C1C=CC=C2)CC2=C(C=C(C=C2)C=2OC(=NN2)C(F)F)F)=O